C(C)(C)(C)NS(=O)(=O)C1=CC=C(C=C1)NC(C(CC1COC1)NC(C1=CC=C(C=C1)F)=O)=O N-(1-((4-(N-(tert-butyl)sulfamoyl)phenyl)amino)-3-(oxetan-3-yl)-1-oxopropan-2-yl)-4-fluorobenzamide